5-(4-((7-ethyl-6-oxo-5,6-dihydro-1,5-naphthyridin-3-yl)methyl)piperazin-1-yl)-4-fluoro-N-methylpyridineamide C(C)C=1C(NC=2C=C(C=NC2C1)CN1CCN(CC1)C=1C(=CC(=NC1)C(=O)NC)F)=O